C(CC)C1=C(C(=CC(=C1)CCC)CCC)OB(O)O 2,4,6-tripropylphenylboric acid